C(CCCCCCCC)(=O)C([C@H](O)[C@H](OC(CCCCCCCC)=O)CO)O 1,3-O-dinonanoyl-erythritol